3-(difluoromethoxy)-4-fluorobenzaldehyde FC(OC=1C=C(C=O)C=CC1F)F